C(CC)[P] propyl-phosphorus